methyl (S)-2-(difluoromethyl)-4-(5-fluoro-4-((R)-1-fluoroethyl) pyridin-3-yl)-5-oxo-1,4,5,7-tetrahydrofuro[3,4-b]pyridine-3-carboxylate FC(C1=C([C@H](C2=C(N1)COC2=O)C=2C=NC=C(C2[C@@H](C)F)F)C(=O)OC)F